1-(4-(dimethylamino)-4-oxobut-2-yn-1-yl)-4-hydroxy-N-(4-(4-morpholino-7H-pyrrolo[2,3-d]pyrimidin-6-yl)phenyl)piperidine-4-carboxamide CN(C(C#CCN1CCC(CC1)(C(=O)NC1=CC=C(C=C1)C1=CC2=C(N=CN=C2N2CCOCC2)N1)O)=O)C